(R,S)-6-(1-(4-fluorophenyl)ethoxy)-3-(trifluoromethyl)-[1,2,4]triazolo[4,3-b]pyridazine FC1=CC=C(C=C1)[C@@H](C)OC=1C=CC=2N(N1)C(=NN2)C(F)(F)F